NC1=NC2=C(C=3N1N=C(N3)C=3OC=CC3)C=NN2C(C(=O)NCC2=CC(=CC=C2)C)C2=CC=CC=C2 2-(5-amino-2-(furan-2-yl)-7H-pyrazolo[4,3-e][1,2,4]triazolo[1,5-c]pyrimidin-7-yl)-N-(3-methylbenzyl)-2-phenylacetamide